ClC1=CC(=C2C(=N1)C1(OCC2)COCC1)SC 2'-Chloro-4'-(methylthio)-4,5,5',6'-tetrahydro-2H-spiro[furan-3,8'-pyrano[3,4-b]pyridine]